2-cyano-2-[((quinolin-6-yl)methoxy)imino]acetamide C(#N)C(C(=O)N)=NOCC=1C=C2C=CC=NC2=CC1